2-(trifluoromethyl)thiazole-4-carboxylic acid ethyl ester C(C)OC(=O)C=1N=C(SC1)C(F)(F)F